2-azido-3-(2-(benzyloxy)-4-fluorophenyl)prop-2-enoic acid ethyl ester C(C)OC(C(=CC1=C(C=C(C=C1)F)OCC1=CC=CC=C1)N=[N+]=[N-])=O